FC=1C=CC2=C(C(=C(O2)[C@@H](C)NC(NC2=CC=C(C=C2)S(=O)(=O)NC)=O)C)C1 |o1:9| rel-(R)-4-(3-(1-(5-fluoro-3-methylbenzofuran-2-yl)ethyl)ureido)-N-methylbenzenesulfonamide